2-(3-(cis-2,6-Dimethylmorpholin-4-carbonyl)-5,6-dihydrocyclopenta[c]pyrazol-1(4H)-yl)-1-(4-(5-fluoro-2-methylphenoxy)piperidin-1-yl)ethan-1-on C[C@@H]1CN(C[C@@H](O1)C)C(=O)C=1C2=C(N(N1)CC(=O)N1CCC(CC1)OC1=C(C=CC(=C1)F)C)CCC2